(1R,3S)-3-(3-(2-(3-(benzyloxy)-2-(1,3-dioxolan-2-yl)phenyl)-5-methylthiazole-4-carboxamido)-1H-pyrazol-5-yl)cyclopentyl isopropylcarbamate C(C)(C)NC(O[C@H]1C[C@H](CC1)C1=CC(=NN1)NC(=O)C=1N=C(SC1C)C1=C(C(=CC=C1)OCC1=CC=CC=C1)C1OCCO1)=O